N-(7-(2-((1R,2R,3S,4R,5S)-4-(4-Amino-7H-pyrrolo[2,3-d]pyrimidin-7-yl)-2,3-dihydroxybicyclo[3.1.0]hexan-1-yl)ethyl)quinazolin-2-yl)-2,2,2-trifluoroacetamide NC=1C2=C(N=CN1)N(C=C2)[C@H]2[C@@H]([C@@H]([C@@]1(C[C@H]21)CCC2=CC=C1C=NC(=NC1=C2)NC(C(F)(F)F)=O)O)O